(E)-8-(2,4-dichlorophenyl)-9-(4-((1-(4-(dimethylamino)-4-oxobut-2-en-1-yl)azetidin-3-yl)oxy)phenyl)-6,7-dihydro-5H-benzo[7]annulene-3-carboxylic acid ClC1=C(C=CC(=C1)Cl)\C=1\CCCC2=C(/C1/C1=CC=C(C=C1)OC1CN(C1)CC=CC(=O)N(C)C)C=CC(=C2)C(=O)O